NC=1C=NC=C(C1C)OC1C2C3=C(C1CC2)C=C(C=C3)OC=3C(=C(C=NC3)N)C 3,6-bis(3-amino-4-methyl-5-pyridyloxy)benzonorbornene